ethyl 18-hydroxy-(9Z)-octadeca-9-enoate OCCCCCCCC\C=C/CCCCCCCC(=O)OCC